ClC1=C(C(=NC=C1)B(O)O)C 4-CHLORO-3-METHYLPYRIDINE-2-BORONIC ACID